(3S,4S)-1-(1H-benzo[d]imidazol-5-yl)-4-(2,6-difluoro-4-(1-(trifluoromethyl)-1H-pyrazol-4-yl)phenyl)-3-(oxetan-3-yl)azetidin-2-one N1C=NC2=C1C=CC(=C2)N2C([C@H]([C@H]2C2=C(C=C(C=C2F)C=2C=NN(C2)C(F)(F)F)F)C2COC2)=O